C(C)(C)(C)OC(CCOCCN1CCN(CC1)C(=O)OCC1=CC=CC=C1)=O benzyl 4-[2-(3-tert-butoxy-3-oxo-propoxy)ethyl]piperazine-1-carboxylate